C(C)(C)(C)N1C=C(C=2CCCCC12)N N-tertiary butyl-3-amino-4,5,6,7-tetrahydroindole